azonine N1C=CC=CC=CC=C1